5-(3-(3-cyclopentyl-1H-pyrazol-5-yl)-2-fluoro-6-hydroxyphenyl)-1,2,5-thiadiazolidin-3-one 1,1-dioxide C1(CCCC1)C1=NNC(=C1)C=1C(=C(C(=CC1)O)N1CC(NS1(=O)=O)=O)F